4,3-dimethyl-pentane CC(C(CC)C)C